CC1=C(C=C(C(=C1)O)C(C)(C)C)C(CC(C)C1=C(C=C(C(=C1)C(C)(C)C)O)C)C1=C(C=C(C(=C1)C(C)(C)C)O)C 1,1,3-tris-(2-methyl-4-hydroxy-5-tert-butylphenyl)butane